ETHYLMETHYLTHIOPROPIONAT C(C)C(C(=S)[O-])(C)C